2,4-dimethoxyphenylmethylamine COC1=C(C=CC(=C1)OC)CN